ClC1=NC(=CC(=C1CCC(C(=O)OCC)(C)O)C1=C(C=C(C=C1)F)F)Cl ethyl 4-(2,6-dichloro-4-(2,4-difluorophenyl) pyridin-3-yl)-2-hydroxy-2-methylbutyrate